1-(4-(4,4,5,5-tetramethyl-1,3,2-dioxaborolan-2-yl)-2,3,6,7-tetrahydro-1H-azepin-1-yl)ethan-1-one CC1(OB(OC1(C)C)C=1CCN(CCC1)C(C)=O)C